3-bromo-N-methyl-1H-pyrrolo[2,3-b]pyridine-6-carboxamide BrC1=CNC2=NC(=CC=C21)C(=O)NC